9,9-difluoro-N-(2-((2S,4S)-2-(hydroxymethyl)-4-(pyridin-3-yl)pyrrolidin-1-yl)-2-oxoethyl)-9H-fluorene-3-carboxamide FC1(C2=CC=CC=C2C=2C=C(C=CC12)C(=O)NCC(=O)N1[C@@H](C[C@H](C1)C=1C=NC=CC1)CO)F